C(C1=CC=CC=C1)C1=C(SC=2N3C(COCC21)=NN=C3C)C#CC=3C=NN(C3)CCCC#CC3=C2C(N(C(C2=CC=C3)=O)C3C(NC(CC3)=O)=O)=O 4-(5-(4-((3-Benzyl-9-methyl-4H,6H-thieno[2,3-e][1,2,4]triazolo[3,4-c][1,4]oxazepin-2-yl)ethynyl)-1H-pyrazol-1-yl)pent-1-yn-1-yl)-2-(2,6-dioxopiperidin-3-yl)isoindolin-1,3-dion